tert-butyl (R)-2-((4-(2-(4-((2-(1-ethoxyvinyl)pyrimidin-4-yl)methoxy)phenyl)propan-2-yl)phenoxy)methyl)pyrrolidin-1-carboxylate C(C)OC(=C)C1=NC=CC(=N1)COC1=CC=C(C=C1)C(C)(C)C1=CC=C(OC[C@@H]2N(CCC2)C(=O)OC(C)(C)C)C=C1